2-(1,1-Difluoroethyl)-4-((1r,3r)-3-methoxycyclobutoxy)pyridine 1-oxide FC(C)(F)C1=[N+](C=CC(=C1)OC1CC(C1)OC)[O-]